FC1(CC(C1)N(CC[C@@H](C(=O)O)NC1=NC=NC(=C1)C1=CC=CC=C1)CCCCC1=NC=2NCCCC2C=C1)F (S)-4-((3,3-difluorocyclobutyl)(4-(5,6,7,8-tetrahydro-1,8-naphthyridin-2-yl)butyl)amino)-2-((6-phenylpyrimidin-4-yl)amino)butanoic acid